dibenzyl L-glutamate para-toluenesulfonate CC1=CC=C(C=C1)S(=O)(=O)O.N[C@@H](CCC(=O)OCC1=CC=CC=C1)C(=O)OCC1=CC=CC=C1